Methyl 5-bromo-4-iodo-pyridine-3-carboxylate BrC=1C(=C(C=NC1)C(=O)OC)I